methyl (R)-3-(9-((4-(((tert-butoxycarbonyl)amino)methyl)-2,6-dimethylphenyl)carbamoyl)-4,5-dihydrobenzo[b]thieno[2,3-d]oxepin-8-yl)-6-(2-phenylpiperidine-1-carbonyl)picolinate C(C)(C)(C)OC(=O)NCC1=CC(=C(C(=C1)C)NC(=O)C1=CC2=C(OCCC3=C2SC=C3)C=C1C=1C(=NC(=CC1)C(=O)N1[C@H](CCCC1)C1=CC=CC=C1)C(=O)OC)C